C(C)(=O)OC[C@@H](C)[C@H]1CC[C@H]2[C@@H]3C=CC4=CC(CC[C@]4(C)[C@H]3CC[C@]12C)=O (20S)-20-acetoxymethyl-pregn-4,6-dien-3-one